N[C@@H]1CC[C@@H](N(C1)C(=O)C1=CC2=C(N(C(=N2)C2=CC=3C(=NC(=CC3)C=3C(=NC=CC3)C=3C=NC=NC3)N2CC2CC2)C)C(=C1)OC)C ((2S,5R)-5-amino-2-methylpiperidin-1-yl)(2-(1-(cyclopropylmethyl)-6-(2-(pyrimidin-5-yl)pyridin-3-yl)-1H-pyrrolo[2,3-b]pyridin-2-yl)-7-methoxy-1-methyl-1H-benzo[d]imidazol-5-yl)methanone